FC1=C(C=CC=C1)N1C(CCC1=O)CC#N 2-(1-(2-fluorophenyl)-5-oxopyrrolidin-2-yl)acetonitrile